CC=1C(=CN(C(C1C)=O)CCC)C1=CC(=C(C(=C1)OC)CC=O)OC 2-(4-(4,5-dimethyl-6-oxo-1-propyl-1,6-dihydropyridin-3-yl)-2,6-dimethoxyphenyl)acetaldehyde